1,5-divinyl-3-phenylpentamethyltrisiloxane C(=C)[Si](O[Si](O[Si](C=C)(C)C)(C1=CC=CC=C1)C)(C)C